N[C@@H]1[C@@H](OCC12CCN(CC2)C=2N(C(C1=C(N2)NN=C1C#CC=1C=NN(C1)C)=O)C)C 6-((3S,4S)-4-amino-3-methyl-2-oxa-8-azaspiro[4.5]decan-8-yl)-5-methyl-3-((1-methyl-1H-pyrazol-4-yl)ethynyl)-1,5-dihydro-4H-pyrazolo[3,4-d]pyrimidin-4-one